3-(1-methyl-5-(5-(4-(oxetan-3-yl)piperazin-1-yl)pyridin-2-ylamino)-6-oxo-1,6-dihydropyridin-3-yl)-5-(1-oxo-3,4,6,7,8,9-hexahydropyrazino[1,2-a]indol-2(1H)-yl)isonicotinaldehyde CN1C=C(C=C(C1=O)NC1=NC=C(C=C1)N1CCN(CC1)C1COC1)C1=C(C=O)C(=CN=C1)N1C(C=2N(C=3CCCCC3C2)CC1)=O